N-[2,4-difluoro-3-[(6R)-1-(5-methyl-4H-1,2,4-triazol-3-yl)-5H,6H,7H,8H-imidazo[1,5-a]pyridin-6-yl]phenyl]-5-fluoro-2-methoxypyridine-3-sulfonamide FC1=C(C=CC(=C1[C@H]1CCC=2N(C1)C=NC2C2=NN=C(N2)C)F)NS(=O)(=O)C=2C(=NC=C(C2)F)OC